methyl 7-(1-(adamantan-1-ylmethyl)-5-methyl-1H-pyrazol-4-yl)-3-(5-methyl-6-(pyrazin-2-ylamino)pyridazin-3-yl)imidazo[1,2-a]pyridine-8-carboxylate C12(CC3CC(CC(C1)C3)C2)CN2N=CC(=C2C)C2=C(C=3N(C=C2)C(=CN3)C=3N=NC(=C(C3)C)NC3=NC=CN=C3)C(=O)OC